N-((3R,4S)-1-Benzyl-4-methylpyrrolidin-3-yl)-6-morpholinopyridine-3-sulfonamide C(C1=CC=CC=C1)N1C[C@@H]([C@H](C1)C)NS(=O)(=O)C=1C=NC(=CC1)N1CCOCC1